C(C(C)(C)C)(=O)[O-].C(C)N1C=[N+](C=C1)C 1-Ethyl-3-methylimidazolium pivalate